4-[(2,4-Diiodophenoxy)methyl]1,3-dihydroimidazol-2-one IC1=C(OCC=2NC(NC2)=O)C=CC(=C1)I